(3s,6r,9s,12r,15s,18r,21s,24r)-6,18-bis(4-((3-chlorothien-2-yl)methyl)benzyl)-3,9,15,21-tetraisobutyl-4,10,12,16,22,24-hexamethyl-1,7,13,19-tetraoxa-4,10,16,22-tetraazacyclotetracosane ClC1=C(SC=C1)CC1=CC=C(C[C@@H]2CN([C@H](CO[C@@H](CN([C@H](CO[C@@H](CN([C@H](CO[C@@H](CN([C@H](CO2)CC(C)C)C)C)CC(C)C)C)CC2=CC=C(C=C2)CC=2SC=CC2Cl)CC(C)C)C)C)CC(C)C)C)C=C1